(2S)-2-({[(9H-fluoren-9-yl)methoxy]carbonyl}amino)-4-{[(pyridin-2-yl)methyl]carbamoyl}butanoic acid C1=CC=CC=2C3=CC=CC=C3C(C12)COC(=O)N[C@H](C(=O)O)CCC(NCC1=NC=CC=C1)=O